2-(((3,5-dichloropyridin-4-yl)methyl)thio)-4-((methylthio)methoxy)-6,7-dihydro-5H-cyclopenta[d]pyrimidine ClC=1C=NC=C(C1CSC=1N=C(C2=C(N1)CCC2)OCSC)Cl